chloro(1-butyl-3-methylimidazole) ClC1N(C=CN1C)CCCC